2-(2-amino-6-((4-aminophenyl)amino)-8-(furan-2-yl)-9H-purin-9-yl)-N-(1-ethyl-3-methyl-1H-pyrazol-5-yl)acetamide pyrophosphate iron manganese [Mn+2].[Fe+2].[O-]P([O-])(=O)OP(=O)([O-])[O-].NC1=NC(=C2N=C(N(C2=N1)CC(=O)NC1=CC(=NN1CC)C)C=1OC=CC1)NC1=CC=C(C=C1)N